C(#N)/C(/C(=O)NC1=NC=2CCCCC2C(=N1)C1=CC=CC=C1)=C(\C=1C=NOC1C)/O (Z)-2-cyano-3-hydroxy-3-(5-methylisoxazol-4-yl)-N-(4-phenyl-5,6,7,8-tetrahydroquinazolin-2-yl)acrylamide